N1=CC=C(C2=CC=CC=C12)[C@@H](C)N |r| Racemic-1-(quinolin-4-yl)ethan-1-amine